BrC1=CC=C(C=N1)COC1=CC=CC(=N1)C1=CC(=C(C=C1F)CC=1N(C2=C(N1)C=CC(=C2)C(=O)OC)C[C@H]2OCC2)F Methyl 2-[[4-[6-[(6-bromo-3-pyridyl)methoxy]-2-pyridyl]-2,5-difluoro-phenyl]methyl]-3-[[(2S)-oxetan-2-yl]methyl]benzimidazole-5-carboxylate